C(C)C(COP(O)(=O)CCC(=O)NO)CCCC.ClCC1CCN(CC1)C=1C=NC=CC1 3-(4-(chloromethyl)piperidin-1-yl)pyridine 2-ethylhexyl-(3-(hydroxyamino)-3-oxopropyl)phosphonate